ClC1=CC(=C2C=NN(C2=C1)C1OCCCC1)F C6-chloro-4-fluoro-1-(tetrahydro-2H-pyran-2-yl)-1H-indazole